FC1CCN(CC1)N1C(C(=CC=C1)NC(C1=C(C=C(C=C1)NS(=O)(=O)CCO)N1CCC2(CC2)CC1)=O)=O N-(1-(4-fluoropiperidin-1-yl)-2-oxo-1,2-dihydropyridin-3-yl)-4-((2-hydroxyethyl)sulfonamido)-2-(6-azaspiro[2.5]octan-6-yl)benzamide